ClC1=CC(=C(C=C1)N1N=NN=C1CNC(=O)NCC1=NN=NN1C1=C(C=C(C=C1)Cl)F)F 1,3-bis({[1-(4-chloro-2-fluorophenyl)-1H-1,2,3,4-tetrazol-5-yl]methyl})urea